4-(2-chloro-[1,1'-biphenyl]-4-yl)-6-(3-(dibenzo[b,d]furan-2-yl)phenyl)-2-phenylpyrimidine ClC1=C(C=CC(=C1)C1=NC(=NC(=C1)C1=CC(=CC=C1)C1=CC2=C(OC3=C2C=CC=C3)C=C1)C1=CC=CC=C1)C1=CC=CC=C1